Toluene-4-thiosulfonic Acid, S-(4-methoxy-benzyl) ester CC1=CC=C(C=C1)S(=O)(SCC1=CC=C(C=C1)OC)=O